5-(1-((tetrahydro-2H-pyran-4-yl)methyl)piperidin-4-yl)Thiazole Methyl-1'-((4-chlorophenyl)carbamoyl)-2-oxospiro[indoline-3,4'-piperidine]-5-carboxylate COC(=O)C=1C=C2C(=CC1)NC(C21CCN(CC1)C(NC1=CC=C(C=C1)Cl)=O)=O.O1CCC(CC1)CN1CCC(CC1)C1=CN=CS1